2-(4-(1H-1,2,3-triazol-1-yl)butyl)-5-methoxypyridine N1(N=NC=C1)CCCCC1=NC=C(C=C1)OC